ClC1=C(C(=CC=C1OC([2H])([2H])[2H])C#N)CC(=O)O 2-[2-chloro-6-cyano-3-(trideuteriomethoxy)phenyl]acetic acid